2-(diphenylphosphinomethyl)pyrrolidine methyl-3-fluoro-4-[1-isopropyl-4-(trifluoromethyl)imidazol-2-yl]benzoate COC(C1=CC(=C(C=C1)C=1N(C=C(N1)C(F)(F)F)C(C)C)F)=O.C1(=CC=CC=C1)P(C1=CC=CC=C1)CC1NCCC1